(3-bromophenyl-2,4,5,6-d4)boric acid BrC=1C(=C(C(=C(C1[2H])[2H])[2H])OB(O)O)[2H]